F[C@H]1[C@@H]2CCC[C@H](C[C@H]1O)N2C(=O)OC(C)(C)C |r| (±)-tert-butyl (1S,2S,3R,5R)-2-fluoro-3-hydroxy-9-azabicyclo[3.3.1]nonane-9-carboxylate